7-((5-(2,2-difluoro-ethoxy)-6-((dimethyl-amino)meth-yl)pyridin-2-yl)amino)-4-(7-fluoro-imidazo[1,2-a]pyridin-3-yl)isoindolin-1-one FC(COC=1C=CC(=NC1CN(C)C)NC=1C=CC(=C2CNC(C12)=O)C1=CN=C2N1C=CC(=C2)F)F